N,N''-(((cyclohexane-1,3-diylbis(methylene))bis(azanediyl))bis(iminomethylene))bis(piperidine-1-carboximidamide) diformate C(=O)O.C(=O)O.C1(CC(CCC1)CNNCNC(=N)N1CCCCC1)CNNCNC(=N)N1CCCCC1